rac-methyl (5aR,6S,7R,8R,8aS)-8,8a-dihydroxy-5a-(4-methoxyphenyl)-6-phenyl-3-(((trifluoromethyl)sulfonyl)oxy)-5a,7,8,8a-tetrahydro-6H-cyclopenta[4,5]furo[3,2-b]pyridine-7-carboxylate O[C@@H]1[C@@H]([C@H]([C@]2([C@@]1(C1=NC=C(C=C1O2)OS(=O)(=O)C(F)(F)F)O)C2=CC=C(C=C2)OC)C2=CC=CC=C2)C(=O)OC |r|